2-(1-methyl-1H-pyrazol-4-yl)-7-(3-(piperazin-1-ylsulfonyl)phenyl)furo[3,2-b]pyridine CN1N=CC(=C1)C1=CC2=NC=CC(=C2O1)C1=CC(=CC=C1)S(=O)(=O)N1CCNCC1